[I+].[Pb+2].C[NH3+] methyl-ammonium lead iodine